N-octanoate CCCCCCCC(=O)O